C(CCC)C1C(=NN(C1(C(=O)OC)C)C1=CC(=C(C=C1)F)Cl)C1=CC=C(C=C1)F methyl 4-butyl-1-(3-chloro-4-fluorophenyl)-3-(4-fluorophenyl)-5-methyl-4,5-dihydro-1H-pyrazole-5-carboxylate